3-((4-methoxy-5-(pyrazolo[1,5-a]pyridin-5-yl)-7H-pyrrolo[2,3-d]pyrimidin-2-yl)amino)-N,N,1-trimethylcyclobutane-1-carboxamide COC=1C2=C(N=C(N1)NC1CC(C1)(C(=O)N(C)C)C)NC=C2C2=CC=1N(C=C2)N=CC1